methyl-4-(7-morpholino-2-(pyridin-4-yl)pyrazolo[1,5-a]pyrimidin-5-yl)-6-phenylpiperazin-2-one CN1C(CN(CC1C1=CC=CC=C1)C1=NC=2N(C(=C1)N1CCOCC1)N=C(C2)C2=CC=NC=C2)=O